2-cyclooctyl-4-methylquinoline C1(CCCCCCC1)C1=NC2=CC=CC=C2C(=C1)C